[6-[(E)-2-(aminomethyl)-3-fluoro-allyloxy]-1-oxo-3,4-dihydroisoquinolin-2-yl]-N-ethyl-acetamide hydrochloride Cl.NC/C(/COC=1C=C2CCN(C(C2=CC1)=O)CC(=O)NCC)=C\F